COCCNCCCCCCCCCCCCCCCC N-(2-methoxyethyl)hexadecan-1-amine